1,4-dimethyl-6-(1-((6-methylpyridin-3-yl)methyl)piperidin-4-yl)-2-(4-(methylsulfonyl)phenyl)-1H-benzo[d]imidazole CN1C(=NC2=C1C=C(C=C2C)C2CCN(CC2)CC=2C=NC(=CC2)C)C2=CC=C(C=C2)S(=O)(=O)C